ethyl 3-(4-bromo-2-fluoro-6-methylsulfanyl-phenyl)-3-oxo-propanoate BrC1=CC(=C(C(=C1)SC)C(CC(=O)OCC)=O)F